3-ethynylsulfonyl-5-(trifluoromethyl)-2-[4-[4-(trifluoromethyl)-2-pyridinyl]triazol-1-yl]pyridine C(#C)S(=O)(=O)C=1C(=NC=C(C1)C(F)(F)F)N1N=NC(=C1)C1=NC=CC(=C1)C(F)(F)F